P([O-])N.[C+4].P([O-])N.P([O-])N.P([O-])N carbon phosphonamidite